[Br-].ClC1=CC=C(C[N+]2=CC=C(C=C2)CCCOC(=O)C2=CC=3C(C4=CC=CC(=C4C(C3C(=C2)O)=O)O)=O)C=C1 (1-(4-chlorobenzyl)-4-(3-((4,5-dihydroxy-9,10-dioxo-9,10-dihydro-anthracene-2-carbonyl)oxy)propyl)pyridin-1-ium) bromide salt